C1(=CC=CC=C1)[C@H]1[C@@H](C1)NC(C1=CC(=CC=C1)NC=1N=NC(=CC1)C1=CC=CC=C1)=O N-((1R,2S)-2-phenylcyclopropyl)-3-((6-phenylpyridazin-3-yl)amino)benzamide